COC([C@@H]([C@H]([C@@H]([C@H](C1=CC=CC=C1)O)O)O)O)=O (2R,3S,4R,5S)-2,3,4,5-tetrahydroxy-5-phenylpentanoic acid methyl ester